C(C)(=O)[O-].C(C)(=O)[O-].C1(=CC=CC=C1)[Sb+2](C1=CC=CC=C1)C1=CC=CC=C1 triphenylantimony diacetate